FC1=CC=C(OC2=CC=C(C(=O)NCC(=O)N3CC4(OCCO4)C[C@H]3C(=O)NCC3=CC(=CS3)C=3SC=C(N3)NC(OC(C)(C)C)=O)C=C2)C=C1 tert-butyl (S)-(2-(5-((7-((4-(4-fluorophenoxy)benzoyl)glycyl)-1,4-dioxa-7-azaspiro[4.4]nonane-8-carboxamido)methyl)thiophen-3-yl)thiazol-4-yl)carbamate